2'-(ethoxymethyl)-N-(5-oxo-2,5-dihydro-1,2,4-oxadiazol-3-yl)-[1,1'-biphenyl]-2-sulfanilamide C(C)OCC1=C(C=CC=C1)C=1C(=CC=CC1)C=1C=CC=C(C1S(=O)(=O)NC=1NOC(N1)=O)N